ClC=1C=C2C(=NC(=NC2=C(C1C1=C2C(=NC=C1)NN=C2)F)N2CC(C2)N(C)C)N2C[C@H](N(C[C@@H]2C)C(C=C)=O)C 1-((2R,5S)-4-(6-chloro-2-(3-(dimethylamino)azetidin-1-yl)-8-fluoro-7-(1H-pyrazolo[3,4-b]pyridin-4-yl)quinazolin-4-yl)-2,5-dimethylpiperazin-1-yl)prop-2-en-1-one